CN([C@@]1(CN(CCC1)C1=CC(=C(C=C1)S(=O)(=O)NC1=NC=NC=C1)F)CCC1=CC=CC=C1)C (S)-4-(3-(dimethylamino)-3-phenethylpiperidin-1-yl)-2-fluoro-N-(pyrimidin-4-yl)benzenesulfonamide